N-(4-bromopyridin-2-yl)-3-{3,6-diazabicyclo[3.1.1]heptan-3-yl}propanamide BrC1=CC(=NC=C1)NC(CCN1CC2NC(C1)C2)=O